ClC1=C2C=C(NC2=C(C=C1Cl)F)C(=O)O 4,5-dichloro-7-fluoro-1H-indole-2-carboxylic acid